[Cl-].[Cl-].[Zr+2].C(C)(C)C1=C(C=CC(=C1)C(C)C)C1=NNC(C2=CC=CC=C12)=O.C(C)(C)C1=C(C=CC(=C1)C(C)C)C1=NNC(C2=CC=CC=C12)=O bis[4-(2,4-diisopropylphenyl)-2,3-naphthyridin-1-one] zirconium dichloride